hexyl diethylamino-hydroxybenzoate C(C)N(CC)C=1C(=C(C(=O)OCCCCCC)C=CC1)O